FC1=CC(=C(C=C1)N1N=NC(=C1C)C(=O)NC1=NC2=CC=CC=C2C=C1)[N+](=O)[O-] 1-(4-Fluoro-2-nitrophenyl)-5-methyl-N-(quinolin-2-yl)-1H-1,2,3-triazole-4-carboxamide